O=S1(CCN(CC2=C1C=CC=C2)C2=NC1=CC=C(C=C1C(=N2)NC2CC(C2)NC(OC(C)(C)C)=O)C)=O tert-butyl (3-((2-(1,1-dioxido-2,3-dihydrobenzo[f][1,4]thiazepin-4(5H)-yl)-6-methylquinazolin-4-yl)amino)cyclobutyl)carbamate